6-(benzylthio)-3-chloropicolinic acid C(C1=CC=CC=C1)SC1=CC=C(C(=N1)C(=O)O)Cl